ClC=1C=C(CN2N=C(C=C2)[C@@H]([C@@](CN2N=CN=C2)(O)C2=C(C=C(C=C2)F)F)C)C=CC1Cl (2R,3S)-3-(1-(3,4-dichlorobenzyl)-1H-pyrazol-3-yl)-2-(2,4-difluorophenyl)-1-(1H-1,2,4-triazole-1-yl)butane-2-ol